Tert-butyl 6-fluoro-4-formylindoline-1-carboxylate FC1=CC(=C2CCN(C2=C1)C(=O)OC(C)(C)C)C=O